COC(=O)C1=NN(C=C1)C(F)(F)Br 1-(bromodifluoromethyl)-1H-pyrazole-3-carboxylic acid methyl ester